FC1=C(C=C(C=C1)[C@@H](CN[C@@H]([C@H]1CNC2=CC=CN=C2C1)C1=CC=CC=C1)C)C(C(=O)O)(C)C |o1:7| 2-(2-fluoro-5-((S or R)-1-(((S)-phenyl((R)-1,2,3,4-tetrahydro-1,5-naphthyridin-3-yl)methyl)amino)propan-2-yl)phenyl)-2-methylpropanoic acid